ClCC=1C=CC(=C(CN2N=CC=3N=C(N=C(C32)O)NC(OC)=O)C1)OC methyl (1-(5-(chloromethyl)-2-methoxybenzyl)-7-hydroxy-1H-pyrazolo[4,3-d]pyrimidin-5-yl)carbamate